6-(3-(4-methoxybenzyl)ureido)-N-(2-(2-methoxyphenyl)-2-methylpropyl)spiro[3.3]heptane-2-carboxamide COC1=CC=C(CNC(NC2CC3(CC(C3)C(=O)NCC(C)(C)C3=C(C=CC=C3)OC)C2)=O)C=C1